Cl.Cl.NC[C@H](C1=CC=CC=C1)NC=1NC(/C(/N1)=C/C1=CC2=C(NC=N2)C=C1)=O (4Z)-2-[[(1S)-2-Amino-1-phenyl-ethyl]amino]-4-(1H-benzimidazol-5-ylmethylene)-1H-imidazol-5-one dihydrochloride